2-(6-(4-Aminopiperidin-1-yl)pyridin-2-yl)-4-(2-fluoro-6-methoxyphenyl)-2,3-dihydro-1H-pyrrolo[3,4-c]pyridin-1-one NC1CCN(CC1)C1=CC=CC(=N1)N1CC=2C(=NC=CC2C1=O)C1=C(C=CC=C1OC)F